ClC1=C(C=C(C=C1)[C@H](C(=O)N1CCN(CC1)C=1C2=C(N=CN1)[C@@H](C[C@H]2C)O)CNC2CCCC2)F (S)-2-(4-chloro-3-fluorophenyl)-3-(cyclopentylamino)-1-(4-((5R,7R)-7-hydroxy-5-methyl-6,7-dihydro-5H-cyclopenta[d]pyrimidin-4-yl)piperazin-1-yl)propan-1-one